4-[5-(3,4,5-trimethoxyphenyl)thiophen-2-yl]methyl-2,4-dihydro-3H-1,2,4-triazol-3-one hydrochloride Cl.COC=1C=C(C=C(C1OC)OC)C1=CC=C(S1)CN1C(NN=C1)=O